C(C)(=O)OCC(OCC(C)OC)C dipropylene glycol METHYL ETHER ACETATE